CN(C1=NC=C(C=C1)NC=1C=NC=CC1)C N2,N2-dimethyl-N5-3-pyridinyl-2,5-Pyridinediamine